(S)-tert-butyl (2-azido-1-(3-chloro-5-fluorophenyl)ethyl)carbamate N(=[N+]=[N-])C[C@H](C1=CC(=CC(=C1)F)Cl)NC(OC(C)(C)C)=O